BrC=1C(=CC2=C(N(CC(N(S2(=O)=O)C)CCCC)C2=CC=CC=C2)C1)OC 7-bromo-3-butyl-8-methoxy-2-methyl-5-phenyl-2,3,4,5-tetrahydrobenzo[f][1,2,5]thiadiazepine 1,1-dioxide